3-(4-isopropylamino-6-(methylthio)-1,3,5-triazin-2-yl-amino)butyric acid C(C)(C)NC1=NC(=NC(=N1)SC)NC(CC(=O)O)C